C(C=C)OC(CCCCC1=CC=CC=C1)=O 5-phenylpentanoic acid allyl ester